6-(4-butylpiperazine-1-yl)-2-((5-(5-(difluoromethyl)-1,3,4-oxadiazole-2-yl)pyridine-2-yl)methyl)-4,4-dimethylisoquinoline-1,3(2H,4H)-dione C(CCC)N1CCN(CC1)C=1C=C2C(C(N(C(C2=CC1)=O)CC1=NC=C(C=C1)C=1OC(=NN1)C(F)F)=O)(C)C